C1(CC1)C=1C=C(C=2N(C1)C=C(N2)C(=O)OCC)C(C)OC ethyl 6-cyclopropyl-8-(1-methoxyethyl)imidazo[1,2-a]pyridine-2-carboxylate